N-(4-(N-(2-fluorobenzyl)sulfamoyl)phenyl)-2-(pyridin-4-yl)cyclopropane-1-carboxamide FC1=C(CNS(=O)(=O)C2=CC=C(C=C2)NC(=O)C2C(C2)C2=CC=NC=C2)C=CC=C1